NC=1C(NC2=CC=C(C=C2C1C1=CC=CC=C1)F)=O 3-amino-6-fluoro-4-phenyl-1,2-dihydroquinolin-2-one